cis-Pyrrolidine-3,4-diol N1C[C@H]([C@H](C1)O)O